5-(4-chloro-2-fluorophenyl)-2,3-dimethyl-7-(2-(5-methyl-1,3,4-oxadiazol-2-yl)morpholino)pyrido[4,3-d]pyrimidin-4(3H)-one ClC1=CC(=C(C=C1)C1=NC(=CC=2N=C(N(C(C21)=O)C)C)N2CC(OCC2)C=2OC(=NN2)C)F